ClC=1C=CC(=C(C1)C1(C=CC(NC1)=O)OC([2H])([2H])[2H])N1N=NC(=C1)C(F)(F)F 5-(5-chloro-2-(4-(trifluoromethyl)-1H-1,2,3-triazol-1-yl)phenyl)-5-(methoxy-d3)pyridin-2(1H)-one